P(OOCCCCCC)(OOCCCCCC)[O-] di(n-hexyloxy) phosphite